4-Chloro-2-(4-chlorophenoxy)-1-nitrobenzene ClC1=CC(=C(C=C1)[N+](=O)[O-])OC1=CC=C(C=C1)Cl